ClC1=NC(=NC(=N1)NCCCCCCCC)NCCCCCCCC 2-chloro-4,6-di(octylamino)-1,3,5-triazine